ethyl 3-(7-bromo-4-oxo-1,2-dihydroquinazolin-3(4H)-yl)-2,2-dimethylpropionate BrC1=CC=C2C(N(CNC2=C1)CC(C(=O)OCC)(C)C)=O